3-[(1-methyl-1H-indole-2-carbonyl)amino]propionic acid CN1C(=CC2=CC=CC=C12)C(=O)NCCC(=O)O